BrC=1N(C(=C(N1)C1=NC2=C(N1C)C=C1C(=C2)OC(C(O1)(F)F)(F)F)S(=O)(=O)CC)C 2-[2-Bromo-5-(ethylsulfonyl)-1-methyl-1H-imidazol-4-yl]-6,6,7,7-tetrafluoro-1-methyl-6,7-dihydro-1H-[1,4]dioxino[2,3-f]benzimidazol